(S)-1-(2-hydroxy-3-iodo-5-((3-methylpiperidin-1-yl)methyl)phenyl)ethan-1-one OC1=C(C=C(C=C1I)CN1C[C@H](CCC1)C)C(C)=O